O=S1(CCN(CC1)C(=O)NC1=CC=CC=C1)=O 1,1-Dioxo-N-phenylthiomorpholine-4-carboxamide